COC(=O)[C@H]1N(CC2(OCCO2)C1)C(CNC(CCCOC1=CC=CC=C1)=O)=O (S)-7-((4-phenoxybutyryl)glycyl)-1,4-dioxa-7-azaspiro[4.4]Nonane-8-carboxylic acid methyl ester